propenoic Acid C(C=C)(=O)O